CC(CC=O)C(C)C 3,4-dimethylpentanal